N-(3-bromo-5-fluoro-phenyl)-8-chloro-N-methyl-imidazo[1,5-a]Quinazolin-5-amine BrC=1C=C(C=C(C1)F)N(C1=NC=2N(C3=CC(=CC=C13)Cl)C=NC2)C